[Si](C1=CC=CC=C1)(C1=CC=CC=C1)(C(C)(C)C)OC[C@@H]1[C@H](CC1)C=O |r| rac-(1S,2S)-2-(((tert-butyldiphenylsilyl)oxy)methyl)cyclobutane-1-carbaldehyde